N[C@@H](CC1=CC=CC=C1)C(=O)O.C(CCC)N1C(N(C=C1)C)C 1-butyl-2,3-dimethyl-imidazole phenylalanine salt